4-methyl-4H-thieno{3,2-b}pyrrole-5-carbaldehyde CN1C2=C(C=C1C=O)SC=C2